BrC=1C=C2C(=NC1)N(N=C2)C 5-Bromo-1-methyl-1H-pyrazolo[3,4-b]pyridine